S1N=CNC=C1 4H-1,2,4-thiadiazine